COC=1C(=C(C(=CC1)C)C=1C2=CN(N=C2C=C(C1)C(=O)N)C)C 4-(3-methoxy-2,6-dimethylphenyl)-2-methyl-indazole-6-carboxamide